C(C)(C)(C)C1C(N(C[C@H]1CCC(C1=CC=CC=C1)NS(=O)C(C)(C)C)C(=O)OC(C1=C(SC(=C1Br)C)C)C1=CC=C(C=C1)C1=CC=CC=C1)(C)C [1,1'-biphenyl]-4-yl-(4-bromo-2,5-dimethylthiophen-3-yl)methanol tert-Butyl-(4S)-4-[3-(tert-butylsulfinylamino)-3-phenyl-propyl]-2,2-dimethyl-pyrrolidine-1-carboxylate